FC(C=1N=CNC1C(F)(F)F)(F)F 4,5-bis(trifluoromethyl)imidazole